FC(C)(F)C=1C=C(C2=C(C=CO2)C1)N 5-(1,1-difluoroethyl)benzofuran-7-amine